(S)-3-benzyl-4-(hydroxymethyl)-1,3-oxazepan-2-one C(C1=CC=CC=C1)N1C(OCCC[C@H]1CO)=O